(S)-N-((3-CYANO-4-((1-(DIMETHYLAMINO)-5-PHENYLPENTAN-3-YL)AMINO)-5-FLUOROPHENYL)SULFONYL)-1-METHOXYCYCLOPENTANE-1-CARBOXAMIDE C(#N)C=1C=C(C=C(C1N[C@H](CCN(C)C)CCC1=CC=CC=C1)F)S(=O)(=O)NC(=O)C1(CCCC1)OC